1-(3-(4-chloro-2-methyl-2H-indazol-5-yl)-4-cyano-1H-pyrazolo[3,4-d]pyrimidin-6-yl)-4-phenylpiperidin-4-ylcarbamate ClC=1C2=CN(N=C2C=CC1C1=NNC2=NC(=NC(=C21)C#N)N2CCC(CC2)(C2=CC=CC=C2)NC([O-])=O)C